C(=O)(C=C)OCC[NH+](C)C acroyloxyethyl-N,N-dimethylammonium